ClC=1C=CC=C2C(C=C(OC12)C1=C(OCCCNC(C(=O)O)CC(C)(C)C)C=C(C=C1)C(F)(F)F)=O 2-[3-[2-(8-chloro-4-oxo-chromen-2-yl)-5-(trifluoromethyl)phenoxy]propylamino]-4,4-dimethyl-pentanoic acid